C(C)O\N=C(\C1=NC(=C(C=C1)S(NC)(=O)=O)C1=NC(=NN1C)C1=CC=CC=C1)/N (Z)-N'-ethoxy-6-(1-methyl-3-phenyl-1H-1,2,4-triazol-5-yl)-5-(N-methylsulfamoyl)picolinimidamide